CC1=CC=C(C=C1)CCC(=O)C1=CC=CC=C1 (4-methylphenyl)methyl-Acetophenone